4-[(3-methoxyphenyl)carbonyl]-2-[(2S)-pyrrolidin-2-yl]-1,3-thiazole COC=1C=C(C=CC1)C(=O)C=1N=C(SC1)[C@H]1NCCC1